2H-selenazine [Se]1NC=CC=C1